6-fluoro-4-(4-fluorophenyl)-N-(1-isopropylpyrrolidin-3-yl)-3,4-dihydroquinoxaline-1(2H)-carboxamide FC=1C=C2N(CCN(C2=CC1)C(=O)NC1CN(CC1)C(C)C)C1=CC=C(C=C1)F